ClC1=C(C(=O)N[C@H]2[C@H]3CC[C@@H](C2)N3C#N)C=CC(=C1)N1C[C@@H](CC1)CC#N 2-chloro-N-((1R,2R,4S)-7-cyano-7-azabicyclo[2.2.1]heptan-2-yl)-4-((3S)-3-(cyanomethyl)-1-pyrrolidinyl)benzamide